C1=CC=CC=2C3=CC=CC=C3C(C12)COC(=O)N[C@@H](CC1=CC=C(C=C1)OC(C)(C)C)C(=O)O N-(9-fluorenylmethoxycarbonyl)-O-t-butyl-L-tyrosine